ClC=1C=C(C=CC1Cl)C1C2=C(C(OC1)CN)C=CS2 1-(7-(3,4-dichlorophenyl)-6,7-dihydro-4H-thieno[3,2-c]pyran-4-yl)methylamine